4-[[(2R,3R,4S,5R)-3-(3,4-difluoro-2-vinyl-phenyl)-4,5-dimethyl-5-(trifluoromethyl)tetrahydrofuran-2-carbonyl]amino]pyridine-2-carboxamide FC=1C(=C(C=CC1F)[C@@H]1[C@@H](O[C@]([C@H]1C)(C(F)(F)F)C)C(=O)NC1=CC(=NC=C1)C(=O)N)C=C